6-Chloro-1-methyl-3,4-dihydroisoquinoline ClC=1C=C2CCN=C(C2=CC1)C